[18F]COC1=CC=C(C[C@H](N)C(=O)O)C=C1 O-[18F]fluoromethyl-L-tyrosine